FC(C=1N=C(OC1C(=O)N1[C@@H](C2=C(CC1)NC=N2)C=2OC1=C(N2)C=C(C=C1)OC)C(C)(C)O)F (S)-(4-(difluoromethyl)-2-(2-hydroxypropan-2-yl)oxazol-5-yl)(4-(5-methoxybenzo[d]oxazol-2-yl)-6,7-dihydro-1H-imidazo[4,5-c]pyridin-5(4H)-yl)methanone